ClC1=CC=C(OC2(C(C3=CC=CC=C3C2)=O)C(C)C)C=C1 (4-chlorophenoxy)-2-isopropyl-2,3-dihydro-1H-inden-1-one